COC1=CC=C(C=C1)/C=C/C(=O)NCCCCNC(\C(=C\C)\C)=O (E)-N-(4-((E)-3-(4-methoxyphenyl)acrylamido)butyl)-2-methylbutan-2-enamide